5-ethynyl-6-fluoro-4-(8-fluoro-2-((1-methyl-piperazin-2-yl)methoxy)-4-(1,4-oxazepan-4-yl)pyrido[4,3-d]pyrimidin-7-yl)naphthalen-2-ol C(#C)C1=C2C(=CC(=CC2=CC=C1F)O)C1=C(C=2N=C(N=C(C2C=N1)N1CCOCCC1)OCC1N(CCNC1)C)F